4-(3-methyl-4-(methylsulfonyl)phenyl)-3-(trifluoromethyl)-1H-pyrazolo[3,4-b]pyridine CC=1C=C(C=CC1S(=O)(=O)C)C1=C2C(=NC=C1)NN=C2C(F)(F)F